3-(2-chloro-5-fluoropyrimidin-4-yl)-7-fluoro-1H-indole ClC1=NC=C(C(=N1)C1=CNC2=C(C=CC=C12)F)F